1-(sec-butoxy)-4-(1-methoxyethyl)benzene C(C)(CC)OC1=CC=C(C=C1)C(C)OC